C(C1=CC=CC=C1)OC(=O)N1C[C@H]([C@@H](C1)O)NC(=O)OC(C)(C)C |r| trans-(±)-Benzyl-3-[(tert-butoxycarbonyl)amino]-4-hydroxypyrrolidine-1-carboxylate